O1N=C(C2=C1C=CC=C2)C(=O)N2CC1(C2)C=C(C(C(C1)(C)C)=O)C#N 2-(benzo[d]isoxazole-3-carbonyl)-8,8-dimethyl-7-oxo-2-azaspiro[3.5]non-5-ene-6-carbonitrile